FC=1C=C(C=C2C(=CC(=NC12)C)[C@@H](C)O)C1=NC(=NC=C1F)NC1=NC=C(C=C1)C1CCNCC1 |r| (±)-1-(8-Fluoro-6-(5-fluoro-2-((5-(piperidin-4-yl)pyridin-2-yl)amino)pyrimidin-4-yl)-2-methylquinolin-4-yl)ethanol